4-thioxoimidazolidin-2-one S=C1NC(NC1)=O